2-((5-chloro-2-((3-methoxy-4-(piperazin-1-yl)phenyl)amino)pyrimidin-4-yl)amino)-6-(1-(2-fluorophenyl)ethoxy)benzonitrile ClC=1C(=NC(=NC1)NC1=CC(=C(C=C1)N1CCNCC1)OC)NC1=C(C#N)C(=CC=C1)OC(C)C1=C(C=CC=C1)F